3,3'-dimethylbenzophenone CC=1C=C(C(=O)C2=CC(=CC=C2)C)C=CC1